ClC1=CC2=C(N=CN(C2=O)CC2(CCN(CC2)C(C2=CC=C(C=C2)Cl)=O)O)N1C1=CC=C(C=C1)C1NCC(OC1)(C)C 6-Chloro-3-((1-(4-chlorobenzoyl)-4-hydroxypiperidin-4-yl)methyl)-7-(4-(6,6-dimethylmorpholin-3-yl)phenyl)-3,7-dihydro-4H-pyrrolo[2,3-d]pyrimidin-4-one